(E)-3-(4-Chlorophenyl)-1-(2,4-dihydroxy-6-methoxyphenyl)prop-2-en-1-one ClC1=CC=C(C=C1)/C=C/C(=O)C1=C(C=C(C=C1OC)O)O